FC(OC1=CC=C(C=C1)C1(CN(C1)C=1N=C(C2=C(N1)CC[S@]2=O)NC2(CCC2)CO)OC)F |r| (R/S)-2-(3-(4-(difluoromethoxy)phenyl)-3-methoxyazetidin-1-yl)-4-((1-(hydroxymethyl)cyclobutyl)amino)-6,7-dihydrothieno[3,2-d]pyrimidine 5-oxide